[Cl-].C(CCCCCCCCC)[N+](C)(C)CCCCCCCCCC di-n-decyldimethyl-ammonium chloride